COC=1C=C2C(=NC(=NC2=CC1OC)C)N[C@H](C)C1=CC(=CC=C1)\C=C\C1=CC=CC=C1 6,7-dimethoxy-2-methyl-N-[(1R)-1-{3-[(E)-2-phenylethen-yl]phenyl}ethyl]-quinazolin-4-amine